NC1=CC(=NN1CC(=O)O)C1CCCC1 2-(5-Amino-3-cyclopentyl-1H-pyrazol-1-yl)acetic acid